NCCOCCOCCOCCOC[C@@]12[C@H]3[C@@H]([C@H]([C@@H](OC1)O2)NC2=NC(=NS2)Cl)OC(O3)(C)C N-((3aR,4S,7S,8R,8aR)-4-(13-amino-2,5,8,11-tetraoxatridecyl)-2,2-dimethylhexahydro-4,7-epoxy[1,3]dioxolo[4,5-d]oxepin-8-yl)-3-chloro-1,2,4-thiadiazol-5-amine